F[C@@H]1CN(CC[C@@H]1NC1=NN2C(C(=N1)OC)=C(C=C2)C=2C=CC1=C(N(N=N1)[C@@H](C(F)(F)F)C)C2)C2COC2 N-((3R,4S)-3-fluoro-1-(oxetan-3-yl)piperidin-4-yl)-4-methoxy-5-(1-((R)-1,1,1-trifluoropropan-2-yl)-1H-benzo[d][1,2,3]triazol-6-yl)pyrrolo[2,1-f][1,2,4]triazin-2-amine